FC1=CC=C(C=C1)C(\C=C(\CC(=O)OCC)/O)=O Ethyl (3Z)-5-(4-fluorophenyl)-3-hydroxy-5-oxopent-3-enoate